aminopropyl-methyldimethoxysilane NCCC[Si](OC)(OC)C